S(=O)(=O)(O)CCCCN1C=NC=C1 N-(4-sulfobutyl)imidazole